ClCC1=CC=C(C=C1)C1=CC=C(C=C1)CCl 4,4'-bis(chloromethyl)-biphenyl